trans-4-(2-(cis-3-(trifluoromethoxy)cyclobutoxy)acetamido)cyclohexane-1-carboxylic acid FC(O[C@H]1C[C@H](C1)OCC(=O)N[C@@H]1CC[C@H](CC1)C(=O)O)(F)F